O=C1NC(CCC1N1C(C2=CC=C(C=C2C1=O)OCCOCCOCCN1[C@H](CN(CC1)C1=NC=NC(=C1)C1=NNC2=CC=C(C=C12)OC(C)C)C)=O)=O 2-(2,6-dioxopiperidin-3-yl)-5-[2-(2-{2-[(2S)-2-methyl-4-{6-[5-(propan-2-yloxy)-1H-indazol-3-yl]pyrimidin-4-yl}piperazin-1-yl]ethoxy}ethoxy)ethoxy]-2,3-dihydro-1H-isoindole-1,3-dione